octahydrophenanthrene C1CCC2=CC=C3C=CCCC3C2C1